1-{5H,6H,7H-cyclopenta[d]pyrimidin-4-yl}-4-phenylpiperazine N1=CN=C(C2=C1CCC2)N2CCN(CC2)C2=CC=CC=C2